ClC=1C(=NC(=NC1)NC=1C=C(C2=C(COB2O)C1)Cl)N[C@@H]1COCC[C@H]1C#N (trans)-3-[[5-chloro-2-[(7-chloro-1-hydroxy-3H-2,1-benzoxaborol-5-yl)amino]pyrimidin-4-yl]amino]tetrahydropyran-4-carbonitrile